3-(2,5-dioxo-pyrroline-1-yl)-propionic acid O=C1N(C(CC1)=O)CCC(=O)O